methyl 4-(difluoro-methyl)-2-((4-fluoro-2-methylphenyl)-amino)benzoate FC(C1=CC(=C(C(=O)OC)C=C1)NC1=C(C=C(C=C1)F)C)F